CCCCCCCCCCCCCCCCCC(=O)OC[C@@H](COC(=O)CCCCCCCCCCC)OC(=O)CCCCCCCCCCCCCCC The molecule is a triacylglycerol 46:0 in which the acyl groups at positions 1, 2 and 3 are specified as dodecanoyl, hexadecanoyl and octadecanoyl respectively. It has a role as a Papio hamadryas metabolite. It is a triacylglycerol 46:0 and a triacyl-sn-glycerol.